iminodiacetic acid sodium hydrate O.[Na].N(CC(=O)O)CC(=O)O